C[C@H]1N(CCN(C1=O)C)CCOC=1C=C2C=CC(=NC2=CC1)C1=CC=C(C=C1)C=1C2=C(C(N(C1)C)=O)NC=C2 (R)-4-{4-[6-(2-(2,4-dimethyl-3-oxopiperazin-1-yl)ethoxy)quinolin-2-yl]phenyl}-6-methyl-1H-pyrrolo[2,3-c]pyridin-7(6H)-one